5'-bromo-4'-methyl-1'-((2-(trimethylsilyl)ethoxy)methyl)spiro[cyclobutane-1,3'-pyrrolo[2,3-b]pyridine]-2'(1'H)-one BrC=1C(=C2C(=NC1)N(C(C21CCC1)=O)COCC[Si](C)(C)C)C